C(C)OC1=NC=CC=C1C1=NC=2C(N(CC3(CCN(CC3)C3=NC=CC(=C3C(F)(F)F)OC)C2C=C1)C1CNCC1)=O 2-(2-ethoxypyridin-3-yl)-1'-[4-methoxy-3-(trifluoromethyl)pyridin-2-yl]-7-pyrrolidin-3-ylspiro[6H-1,7-naphthyridine-5,4'-piperidine]-8-one